C(C)(=O)OC(F)(F)F 1-(trifluoromethyl) acetate